5'-(2-(((1r,4r)-4-aminocyclohexyl)amino)-1-phenylethyl)-6-fluoro-5-(2-methoxyethoxy)-2'-(trifluoromethyl)-[1,1'-biphenyl]-2-carboxamide trifluoroacetate FC(C(=O)O)(F)F.NC1CCC(CC1)NCC(C1=CC=CC=C1)C=1C=CC(=C(C1)C=1C(=CC=C(C1F)OCCOC)C(=O)N)C(F)(F)F